3-(difluoromethyl)-4-methyl-8-(pyrrolidin-1-yl)pyrido[4',3':4,5]Thieno[2,3-c]Pyridazine FC(C1=C(C2=C(N=N1)SC1=C2C=CN=C1N1CCCC1)C)F